(S)-3-(7-(1-((6-(3-hydroxypyrrolidin-1-yl)pyridin-2-yl)methyl)-1H-1,2,3-triazol-4-yl)-3H-imidazo[4,5-b]pyridin-5-yl)-2-methylbenzonitrile O[C@@H]1CN(CC1)C1=CC=CC(=N1)CN1N=NC(=C1)C1=C2C(=NC(=C1)C=1C(=C(C#N)C=CC1)C)NC=N2